FC=1C=CC2=C(C3=C(SC(=C3)C3=C(C=CC=C3)F)C3=C(C2O)C=CC=C3)C1 5-fluoro-2-(2-fluorophenyl)-8H-dibenzo[3,4:6,7]cyclohepta[1,2-b]thiophen-8-ol